N-(S)-(1-(3-fluoropropyl)pyrrolidin-3-yl)-6-((1S,3R)-3-methyl-2-(2,2,2-trifluoroethyl)-2,3,4,9-tetrahydro-1H-pyrido[3,4-b]indol-1-yl)pyridin-3-amine FCCCN1CC(CC1)NC=1C=NC(=CC1)[C@H]1N([C@@H](CC2=C1NC1=CC=CC=C21)C)CC(F)(F)F